BrC1=C(C=C(C=C1)F)[N+](=O)[O-] 1-Bromo-4-fluoro-2-nitro-benzene